OC1=C(CN2[C@@H](CCCC2)C(=O)OC(C)(C)C)C=C(C(=C1)\C=C\C=1C(=C(C=CC1)C1=CC=CC=C1)C)C(F)(F)F tert-Butyl (S,E)-1-(2-hydroxy-4-(2-(2-methyl-[1,1'-biphenyl]-3-yl)vinyl)-5-(trifluoromethyl)benzyl)piperidine-2-carboxylate